OC(C(=O)OCC)CC ethyl (3R)-hydroxybutyrate